tetramelamine triphosphate OP(O)(=O)OP(=O)(O)OP(=O)(O)O.N1=C(N)N=C(N)N=C1N.N1=C(N)N=C(N)N=C1N.N1=C(N)N=C(N)N=C1N.N1=C(N)N=C(N)N=C1N